C([C@@H]1[C@H]([C@@H]([C@H]([C@H](O1)O)OP(=O)(O)O[C@@H]2[C@H]([C@@H]([C@H](OC2O)CO)O)O)O)O)O The molecule is a member of the class of agrocinopines that consists of two D-glucose units joined via a (2<->2)-phosphodiester linkage. It has a role as a plant metabolite. It is an agrocinopine and a D-glucopyranose.